O1C(COC2=C1C=CC=C2)CC2(C(N(C(=C(C2)C(=O)N(C)C)C)C2=CC(=CC=C2)C(F)(F)F)=O)C(=O)N 3-(2,3-dihydro-1,4-benzodioxin-2-ylmethyl)-N5,N5,6-trimethyl-2-oxo-1-[3-(trifluoromethyl)phenyl]-1,2-dihydropyridine-3,5-dicarboxamide